BrC=1C=C(C(=O)O)C=C(C1)C(F)(F)F 3-bromo-5-(trifluoromethyl)-benzoic acid